(R/S)-N-(1-(1H-pyrazol-3-yl)ethyl)-2-amino-1-(3-hydroxy-2,6-dimethylphenyl)-5,6-dimethyl-1H-pyrrolo[2,3-b]pyridine-3-carboxamide N1N=C(C=C1)[C@@H](C)NC(=O)C1=C(N(C2=NC(=C(C=C21)C)C)C2=C(C(=CC=C2C)O)C)N |r|